The molecule is a member of the class of acrylamides that is acrylamide which is substituted at positions 2 and 3 by 2-furyl and 5-nitro-2-furyl groups, respectively (the trans isomer). Formerly used as a food preservative, it was withdrawn from the market following suspicions of carcenogenicity. It is a nitrofuran antibiotic, a C-nitro compound, a primary carboxamide and a member of acrylamides. C1=COC(=C1)/C(=C/C2=CC=C(O2)[N+](=O)[O-])/C(=O)N